BrC1=CC=C(C=C1)C(CP(C1=CC=CC=C1)C1=CC=CC=C1)=NO 2-(4-bromophenyl)-2-hydroxyiminoethyl-diphenylphosphine